CC(CCCC1=CC=2C(C3=CC=CC=C3C(C2C=C1)=O)=O)C 2-(4-methylpentyl)anthraquinone